1-(4-bromophenyl)-4-(4-fluorophenyl)-1H-pyrazole-3-carbaldehyde BrC1=CC=C(C=C1)N1N=C(C(=C1)C1=CC=C(C=C1)F)C=O